[C@H]12CNC[C@H](CC1)N2C(=O)OC(C)(C)C tert-butyl (1R,5S)-3,8-diazabicyclo[3.2.1]octan-8-carboxylate